C(C)(C)(C)OC(=O)N1CC(C(CC1)C1N2C(C3=CC=CC=C13)=CN=C2)O 3-hydroxy-4-(5H-imidazo[5,1-a]isoindol-5-yl)piperidine-1-carboxylic acid tert-butyl ester